N-(4-(5-amino-3-(pyridine-2-yl)-1H-1,2,4-triazole-1-carbonyl)phenyl)-4-chlorobenzamide NC1=NC(=NN1C(=O)C1=CC=C(C=C1)NC(C1=CC=C(C=C1)Cl)=O)C1=NC=CC=C1